C12[C@@H](N)[C@@H](O)[C@H](O)[C@H](O1)CO2 1,6-anhydromannosamine